(S)-1-((R)-4-(6-(6-ethynyl-4-methoxypyridin-3-yl)-4,7-dimethyl-7H-pyrrolo[2,3-d]pyrimidin-5-yl)cyclohex-3-ene-1-carbonyl)pyrrolidine-2-carbonitrile C(#C)C1=CC(=C(C=N1)C1=C(C2=C(N=CN=C2C)N1C)C1=CC[C@@H](CC1)C(=O)N1[C@@H](CCC1)C#N)OC